4-(8-(4-((1R,5S)-3,8-diazabicyclo[3.2.1]octan-3-yl)-2-(((S)-1-methylpyrrolidin-2-yl)methoxy)-5,8-dihydropyrido[3,4-d]pyrimidin-7(6H)-yl)naphthalen-1-yl)butanenitrile [C@H]12CN(C[C@H](CC1)N2)C=2C1=C(N=C(N2)OC[C@H]2N(CCC2)C)CN(CC1)C=1C=CC=C2C=CC=C(C12)CCCC#N